(R)-3-(4-(3-chloro-4-((3,5-difluoropyridin-2-yl)methoxy)-5',6-dimethyl-2-carbonyl-2H-[1,4'-bipyridyl]-2'-yl)thiazole-2-yl)-3-methylbutyronitrile ClC=1C(N(C(=CC1OCC1=NC=C(C=C1F)F)C)C1=CC(=NC=C1C)C=1N=C(SC1)C(CC#N)(C)C)=C=O